(N-[4-Amino-5-[4-[2-[methyl-(1-methyl-4-piperidyl)amino]-2-oxoethoxy]benzoyl]thiazol-2-yl]-4-fluoroanilino)propanamid NC=1N=C(SC1C(C1=CC=C(C=C1)OCC(=O)N(C1CCN(CC1)C)C)=O)N(C1=CC=C(C=C1)F)C(C(=O)N)C